[Na+].OCCC(C(=O)[O-])NCC(=O)[O-].[Na+] 2-hydroxyethyl-iminodiacetic acid, Sodium salt